4-(2-hydroxy-ethoxy)-benzaldehyde OCCOC1=CC=C(C=O)C=C1